FC1=C(C(=CC(=C1)F)F)N1C=CCC2=CC=CN=C12 1-(2,4,6-trifluorophenyl)-1,4-dihydro-1,8-naphthyridine